COC1=C(C=CC(=C1)C(F)(F)F)C1=C(N=C(N=N1)NC[C@H]1NCCC1)C 6-[2-methoxy-4-(trifluoromethyl)phenyl]-5-methyl-N-{[(2S)-pyrrolidin-2-yl]methyl}-1,2,4-triazin-3-amine